(5S,8S)-5-ethyl-8-fluoro-5,6,7,8-tetrahydroquinolin-4-ol C(C)[C@@H]1C=2C(=CC=NC2[C@H](CC1)F)O